FC1=CC2=C(SC=C2CCN)C=C1 2-(5-Fluorobenzo[b]thiophen-3-yl)ethane-1-amine